(S)-6,7-dicyclopropyl-1-(2,6-diethylphenyl)-4-(2-methylpiperazin-1-yl)pyrido[2,3-d]pyrimidin-2(1H)-one C1(CC1)C1=CC2=C(N(C(N=C2N2[C@H](CNCC2)C)=O)C2=C(C=CC=C2CC)CC)N=C1C1CC1